OC=1C=C(C2=CC=CC=C2C1)C=1C(=C(N=C2[C@@H]3CC[C@H](C12)C3)N3CC1(CN(C1)C(C=C)=O)CC3)C#N (P)-(1R,8S)-6-(3-hydroxy-1-naphthalenyl)-4-(2-(2-propenoyl)-2,6-diazaspiro[3.4]octan-6-yl)-3-azatricyclo[6.2.1.02,7]undeca-2,4,6-triene-5-carbonitrile